amino-7-[(dimethylamino)methyl]-6-hydroxy-1-benzothiophene-3-carboxylate NC=1SC2=C(C1C(=O)[O-])C=CC(=C2CN(C)C)O